NC1=NC(=C(C=2N1N=C(N2)NC2=NC(=CC=C2)C)C2=NC=NC=C2)C=2C=C(C#N)C=CC2 3-(5-amino-2-((6-methylpyridin-2-yl)amino)-8-(pyrimidin-4-yl)-[1,2,4]triazolo[1,5-c]pyrimidin-7-yl)benzonitrile